BrCC=1N=NNC1CBr 4,5-dibromomethyltriazole